NC1=NN=NN1C1=CC=C(C=C1)C(=O)O 5-amino-1-(4-carboxyphenyl)-tetrazole